COC(OC[SiH2]Cl)OC (dimethoxy)methoxymethyl-chlorosilane